FC1=CC=C(C(=O)N2C(C=3N(CC2)C(=NC3NC(CO)=O)C3=NC(=NS3)C)C)C=C1 N-(7-(4-Fluorobenzoyl)-8-methyl-3-(3-methyl-1,2,4-thiadiazol-5-yl)-5,6,7,8-Tetrahydroimidazo[1,5-a]pyrazin-1-yl)-2-hydroxyacetamide